(S)-N-(3,3-dimethylbut-2-yl)-4-methoxyaniline CC([C@H](C)NC1=CC=C(C=C1)OC)(C)C